CN1C=NC2=C1C=C(C=C2)C#N 1-methyl-1H-benzo[d]imidazole-6-carbonitrile